N1N=C(C=C1)C=1C=C(C=CC1)CCC(=O)O 3-[3-(1H-pyrazol-3-yl)phenyl]propanoic acid